IC=1C=C(C=CC1)C(C(=O)N)C(C#C[Si](C)(C)C)C (3-iodophenyl)-3-methyl-5-(trimethylsilyl)pent-4-ynamide